OC=1C=C(C2=CC=CC=C2C1)B(O)O (3-hydroxy-naphthalen-1-yl)boronic acid